C(=C)C1CC(CC1)=O 3-vinyl-cyclopentanone